4-(2-{5-[(1R,4R,7R)-7-amino-2-azabicyclo[2.2.1]heptane-2-carbonyl]-7-methoxy-1-methyl-1H-1,3-benzodiazol-2-yl}-1-(cyclopropylmethyl)-1H-indol-6-yl)-2-fluorophenol N[C@H]1[C@@H]2N(C[C@H]1CC2)C(=O)C2=CC1=C(N(C(=N1)C=1N(C3=CC(=CC=C3C1)C1=CC(=C(C=C1)O)F)CC1CC1)C)C(=C2)OC